Tert-butyl (3aR,5S,6aS)-5-amino-3a-methylhexahydrocyclopenta[c]pyrrole-2(1H)-carboxylate N[C@@H]1C[C@@]2([C@@H](CN(C2)C(=O)OC(C)(C)C)C1)C